C(#N)C1=NC2=CC(=CC(=C2N=C1N1CC2(C1)CN(C2)C2=CC=C(C=C2)C#N)[C@@H](C)NC2=C(C(=O)O)C=CC=C2)C (R)-2-((1-(2-cyano-3-(6-(4-cyanophenyl)-2,6-diazaspiro[3.3]heptan-2-yl)-7-methylquinoxalin-5-yl)ethyl)amino)benzoic acid